[N+](=O)([O-])C=1C=C(C=C(C1)[N+](=O)[O-])C(C)O 1-(3,5-dinitrophenyl)ethanol